CC=1C=C2CCNC(C2=CN1)=O 6-Methyl-3,4-dihydro-2,7-naphthyridin-1(2H)-one